Cl.Cl.NCC1CN(C1)CC=1C=CC(=C(C(=O)NC2=CC=C(C=C2)S(=O)(=O)N2CCC(CC2)C2CCC2)C1)N(S(=O)(=O)C)C 5-((3-(Aminomethyl)azetidin-1-yl)methyl)-N-(4-((4-cyclobutylpiperidin-1-yl)sulfonyl)phenyl)-2-(N-methylmethylsulfonamido)benzamide dihydrochloride